N-(1-(1-(2,4-bis(trifluoromethyl)phenyl)ethyl)-1H-pyrazol-4-yl)-4-bromopyridinecarboxamide FC(C1=C(C=CC(=C1)C(F)(F)F)C(C)N1N=CC(=C1)NC(=O)C1=NC=CC(=C1)Br)(F)F